C1(CC1)C=1SC(=C(N1)C1=CC=CC=C1)OC1=CC(=NC=C1)NC1=CC=C(C(=O)N)C=C1 4-((4-((2-cyclopropyl-4-phenylthiazol-5-yl)oxy)pyridin-2-yl)amino)benzamide